5-chloro-6-(1-methylimidazol-4-yl)pyridin-3-amine ClC=1C=C(C=NC1C=1N=CN(C1)C)N